4-ethoxy-6-(1-(7-(2-(ethyl(methyl)amino)ethyl)-1-oxo-5-(3,3,3-trifluoro-2-methylpropanoyl)-3,4-dihydroisoquinolin-2(1H)-yl)ethyl)nicotinonitrile C(C)OC1=CC(=NC=C1C#N)C(C)N1C(C2=CC(=CC(=C2CC1)C(C(C(F)(F)F)C)=O)CCN(C)CC)=O